C(C1=CC=CC=C1)OC=1C=C(OC2=C(C=C(C=C2)CO)Br)C=CC1 [4-(3-benzyloxyphenoxy)-3-bromo-phenyl]methanol